3-((3-(2-oxa-6-azaspiro[3.3]hept-6-yl)-1-oxa-8-azaspiro[4.5]dec-8-yl)sulfonyl)-4-fluorobenzonitrile C1OCC12CN(C2)C2COC1(C2)CCN(CC1)S(=O)(=O)C=1C=C(C#N)C=CC1F